1-benzyl-7'-cyclopentyl-2'-(methylsulfonyl)-5',7'-dihydrospiro[piperidine-3,6'-pyrrolo[2,3-d]pyrimidin]-2-one C(C1=CC=CC=C1)N1C(C2(CC3=C(N=C(N=C3)S(=O)(=O)C)N2C2CCCC2)CCC1)=O